6-methoxy-2-methylquinoline-8-carboxamide COC=1C=C2C=CC(=NC2=C(C1)C(=O)N)C